C(C=1C(C(=O)[O-])=CC=CC1)(=O)OCC(CCCC)C(=O)O mono[2-carboxyhexyl] phthalate